3,4'',5-tri-tert-butyl-N-(3',5'-di-tert-butyl-[1,1'-biphenyl]-3-yl)-[1,1':3',1''-terphenyl]-2'-amine C(C)(C)(C)C=1C=C(C=C(C1)C(C)(C)C)C1=C(C(=CC=C1)C1=CC=C(C=C1)C(C)(C)C)NC=1C=C(C=CC1)C1=CC(=CC(=C1)C(C)(C)C)C(C)(C)C